C(CCCCCCC)(=O)[O-].[Sn+4].C(CCCCCCC)(=O)[O-].C(CCCCCCC)(=O)[O-].C(CCCCCCC)(=O)[O-] tin octanoate